2-{[7-(2,6-difluorobenzyloxy)benzo[d][1,3]Dioxol-4-yl]Methylamino}propionamide FC1=C(COC2=CC=C(C3=C2OCO3)CNC(C(=O)N)C)C(=CC=C1)F